C(C)OC(=O)N1C=C(C2=CC=CC=C12)C(C)C 3-isopropyl-1H-indole-1-carboxylic acid ethyl ester